C(C)(C)(C)C1=NCN(O1)CC1=C(C=C(C=C1)C1=NC=NN2C1=CC(=C2)CC[C@H](CN2CCN(CC2)C2=NC=C(C=C2)C2C(NC(CC2)=O)=O)F)C 5-(tert-butyl)-N-(4-(6-((3R)-4-(4-(5-(2,6-dioxopiperidin-3-yl)pyridin-2-yl)piperazin-1-yl)-3-fluorobutyl)pyrrolo[2,1-f][1,2,4]triazin-4-yl)-2-methylbenzyl)-1,2,4-oxadiazole